C[C@H]1N(CCOC1)C=1N=C(C2=C(N1)N=C(C=C2)C=2C=C(C(=O)NCCCCCCCCN(C)C1=NC3=C(C(=C(C=C3C(=N1)N1CCNCC1)Cl)C1=CC(=CC3=CC=CC=C13)O)F)C=CC2)N2[C@@H](COCC2)C 3-[2,4-bis[(3R)-3-methylmorpholin-4-yl]pyrido[2,3-d]pyrimidin-7-yl]-N-[8-[[6-chloro-8-fluoro-7-(3-hydroxy-1-naphthyl)-4-piperazin-1-yl-quinazolin-2-yl]-methyl-amino]octyl]benzamide